hydroxy-p-tert-butylbenzylphosphonic acid OC(C1=CC=C(C=C1)C(C)(C)C)P(O)(O)=O